C(CC)OC(=O)C1=C(N=C(S1)NC(=O)C1CC(C1)NC1=NC=CC2=CC=C(C=C12)C1=NOC(=N1)C)C Propyl-4-methyl-2-((1s,3s)-3-((7-(5-methyl-1,2,4-oxadiazol-3-yl)isoquinolin-1-yl)amino)cyclobutane-1-carboxamido)thiazole-5-carboxylate